CC(OCCCN)C(COCCCN)C 4,8-Dioxa-5,6-dimethyl-undecan-1,11-diamin